methyl-(cyclohexyl)methyl-diethoxysilane C[Si](OCC)(OCC)CC1CCCCC1